1-(1-((5-(4-(4-(4-methylpiperazin-1-yl)but-1-yn-1-yl)phenyl)isoxazol-3-yl)methyl)-1H-imidazol-2-yl)ethan-1-ol CN1CCN(CC1)CCC#CC1=CC=C(C=C1)C1=CC(=NO1)CN1C(=NC=C1)C(C)O